BrC1=C(OC2=CC(=CC(=C2C1=O)OC)OC)C1=CC(=C(C(=C1)OC)OC)OC 3-bromo-5,7-dimethoxy-2-(3,4,5-trimethoxyphenyl)-4H-chromene-4-one